1-(Furan-2-yl)-1-methyl-pyrrolidinium di-tert-butyl-13-(3-(2-((((9H-fluoren-9-yl)methoxy)carbonyl)amino)ethoxy)propanoyl)-4,7,10,16,19,22-hexaoxa-13-azapentacosanedioate C(C)(C)(C)OC(CCOCCOCCOCCN(CCOCCOCCOCCC(=O)OC(C)(C)C)C(CCOCCNC(=O)OCC1C2=CC=CC=C2C=2C=CC=CC12)=O)=O.O1C(=CC=C1)[N+]1(CCCC1)C